methyl (R)-2-amino-3-(2-{[2-(2-methoxyphenyl)pyrimidin-4-yl]methoxy}phenyl)propanoate N[C@@H](C(=O)OC)CC1=C(C=CC=C1)OCC1=NC(=NC=C1)C1=C(C=CC=C1)OC